2-(4-diphenylphosphinoylphenyl)-1H-phenanthro[9,10-d]imidazole C1(=CC=CC=C1)P(=O)(C1=CC=C(C=C1)C1=NC2=C(N1)C1=CC=CC=C1C=1C=CC=CC12)C1=CC=CC=C1